monoglycidyl citraconate C(\C(\C)=C/C(=O)[O-])(=O)OCC1CO1